C(C)(C)(C)OC(CN1CCC2(CC1)CCC1=C(C=CC=C12)N1C(NC(CC1)=O)=O)=O 2-(4-(2,4-Dioxotetrahydropyrimidin-1(2H)-yl)-2,3-dihydrospiro[inden-1,4'-piperidin]-1'-yl)acetic acid tert-butyl ester